3-bromo-2-(1,3-dioxolan-2-yl)phenol BrC=1C(=C(C=CC1)O)C1OCCO1